magnesium oxide magnesium silicate [Si]([O-])([O-])(O)O.[Mg+2].[O-2].[Mg+2]